3-(1-(2-hydroxyacetyl)pyrrolidin-3-yl)-7-methyl-4-(methyl-d3)-3,4-dihydro-5H-pyrazolo[3,4-c]isoquinolin-5-one OCC(=O)N1CC(CC1)N1N=CC2=C1N(C(C=1C=C(C=CC21)C)=O)C([2H])([2H])[2H]